S1C=NC2=C1C(=CC=C2)C2=CC(=C(CNC(=O)NC=1N=C(SC1)C#C)C=C2)C#N 1-(4-(Benzo[d]thiazol-7-yl)-2-cyanobenzyl)-3-(2-ethynyl-thiazol-4-yl)urea